5-(5-Cyclopropyl-2-fluoropyridin-3-yl)-1-ethyl-N-[(3S)-9-fluoro-2-oxo-5-phenyl-1,3-dihydro-1,4-benzodiazepin-3-yl]pyrazole-4-carboxamide C1(CC1)C=1C=C(C(=NC1)F)C1=C(C=NN1CC)C(=O)N[C@@H]1C(NC2=C(C(=N1)C1=CC=CC=C1)C=CC=C2F)=O